Cl[N-]S(=O)(=O)C1=CC=C(C=C1)C chloro-(4-methylphenyl)sulfonylazanide